C(C1=CC=CC=C1)OP(OCC1=CC=CC=C1)(=O)CCCCC(=O)N1C=C(C2=CC(=CC=C12)Br)/C(=C/C1=C(C=CC(=C1)C#N)OC)/C#N (Z)-5-(5-bromo-3-(1-cyano-2-(5-cyano-2-methoxyphenyl)vinyl)-1H-indol-1-yl)-5-oxopentylphosphonic acid dibenzyl ester